NC1=CC(=C2C(CCO2)=C1C#N)C=1SC=C(N1)C(C)C 5-amino-7-(4-isopropylthiazol-2-yl)-2,3-dihydrobenzofuran-4-carbonitrile